4-cyano-5-neopentylpyrrolidine-2-carboxylate C(#N)C1CC(NC1CC(C)(C)C)C(=O)[O-]